C(C1=CC=CC=C1)OC1=C2C(=C(N(C2=CC=C1F)C1=CC(=C(C=C1)F)F)C(COC)(C)C)C1=CC=C(C(=O)OC)C=C1 Methyl 4-[4-benzyloxy-1-(3,4-difluorophenyl)-5-fluoro-2-(2-methoxy-1,1-dimethyl-ethyl)indol-3-yl]benzoate